3-(2,6-diazaspiro[3.4]octan-6-yl)propan C1NCC12CN(CC2)CCC